ClC=1C(=C(C=C(C1)C(F)(F)F)C1(CC(=NO1)C1=CC(=C(S1)C(=O)O)C)C(F)(F)F)F 5-[5-[3-chloro-2-fluoro-5-(trifluoromethyl)phenyl]-5-(trifluoromethyl)-4H-isoxazol-3-yl]-3-methyl-thiophene-2-carboxylic acid